ethynyl-3-hydroxytetrahydrofuran C(#C)C1OCCC1O